4-((2S,4r,6S)-2-cyano-7-((5-methoxy-7-methyl-1H-indol-4-yl)methyl)-7-azaspiro[3.5]nonan-6-yl)benzamide C(#N)C1CC2(C1)C[C@H](N(CC2)CC2=C1C=CNC1=C(C=C2OC)C)C2=CC=C(C(=O)N)C=C2